N-(4-chloro-2-ethoxy-5-fluorobenzyl)-1-(piperidin-4-yl)methanamine hydrochloride Cl.ClC1=CC(=C(CNCC2CCNCC2)C=C1F)OCC